N-(6-amino-5-cyclopropyl-3-pyridyl)-2-[(2S,5R)-2-(4-fluorophenyl)-4-isobutyl-5-methyl-piperazin-1-yl]-2-oxo-acetamide NC1=C(C=C(C=N1)NC(C(=O)N1[C@H](CN([C@@H](C1)C)CC(C)C)C1=CC=C(C=C1)F)=O)C1CC1